ClC1=C(C=CC2=C1C(=NO2)C=2C(=C(C=C(C2)CC)S(=O)(=O)N)OC)C (4-chloro-5-methylbenzo[d]isoxazol-3-yl)-5-ethyl-2-methoxybenzenesulfonamide